{2-[(5-fluoro-1-methyl-1H-1,3-benzodiazol-2-yl)(methyl)amino]-1,3-benzoxazol-5-yl}methanol FC1=CC2=C(N(C(=N2)N(C=2OC3=C(N2)C=C(C=C3)CO)C)C)C=C1